NC1=C2N=CN(C2=NC=N1)CCCNC(=O)[C@H]1N(C[C@@H](C1)O)C([C@H](C(C)(C)C)N1N=NC(=C1)C1CC1)=O (2S,4R)-N-[3-(6-aminopurin-9-yl)propyl]-1-[(2S)-2-(4-cyclopropyltriazol-1-yl)-3,3-dimethyl-butanoyl]-4-hydroxy-pyrrolidine-2-carboxamide